2-(2-azabicyclo[2.1.1]hexane-4-yl)quinazolin-4(3H)-one C12NCC(C1)(C2)C2=NC1=CC=CC=C1C(N2)=O